(but-3-en-1-yl)-2-methoxypyridine C(CC=C)C=1C(=NC=CC1)OC